tert-butyl 2-{[(4-{3-iodo-4-oxo-1H,5H,6H,7H-pyrrolo[3,2-c]pyridin-2-yl}pyridin-3-yl)oxy]methyl}-2-methylazetidine-1-carboxylate IC1=C(NC2=C1C(NCC2)=O)C2=C(C=NC=C2)OCC2(N(CC2)C(=O)OC(C)(C)C)C